F[C@H]1C[C@H](N(C1)C(CN1C[C@H](CC1)NC1=C2C=CC=NC2=CC=C1F)=O)C#N (2S,4S)-4-fluoro-1-[2-[(3S)-3-[(6-fluoro-5-quinolinyl)amino]pyrrolidin-1-yl]acetyl]pyrrolidine-2-carbonitrile